6-((7-(3,5-dimethylisoxazol-4-yl)-6-methoxy-9H-pyrimido[4,5-b]indol-4-yl)amino)-N-hydroxycaproamide CC1=NOC(=C1C1=C(C=C2C3=C(NC2=C1)N=CN=C3NCCCCCC(=O)NO)OC)C